NCC(CNC(C1=NC(=CC=C1)Br)=O)F N-(3-amino-2-fluoropropyl)-6-bromopicolinamide